[Si](C)(C)(C(C)(C)C)O[C@@H](CC(=O)OC)C methyl (3R)-3-[tert-butyl (dimethyl) silyl]oxybutanoate